O=C1CC[C@H](O1)C(=O)N1[C@H]([C@H](CCC1)NS(=O)(=O)C)CO[C@@H]1CC[C@@H](CC1)C1=CC=CC=C1 N-((2R,3S)-1-(((2S)-5-oxotetrahydrofuran-2-yl)carbonyl)-2-(((cis-4-phenylcyclohexyl)oxy)methyl)-piperidin-3-yl)methanesulfonamide